N-([1,1'-biphenyl]-2-yl)-carbamoylhydrazine C1(=C(C=CC=C1)N(N)C(N)=O)C1=CC=CC=C1